C(CCCCC)N(C(=O)OCC)C(C1=CC=CC=C1)OC(C1=CC(=CC=C1)C)=O ((hexyl(ethoxycarbonyl)amino)(phenyl)methyl)-3-methylbenzoate